NC1=NC=2C=C(C(=CC2C2=C1C=NN2C)C(=O)N2C[C@H](CC2)C2=CC=C(C=C2)C(F)(F)F)C(F)(F)F (4-amino-1-methyl-7-(trifluoromethyl)-1H-pyrazolo[4,3-c]quinolin-8-yl)((3R)-3-(4-(trifluoromethyl)phenyl)-1-pyrrolidinyl)methanone